FCCCCCN1C=NC2=C1C=CC=C2 1-(5-fluoropentyl)-1H-benzo[d]imidazol